(2R,3S)-3-((5-fluoro-2-(6-(hydroxymethyl)-3-methoxyquinolin-8-yl)benzo[d]thiazol-6-yl)oxy)butan-2-yl (2-methylpyrimidin-5-yl)carbamate CC1=NC=C(C=N1)NC(O[C@H](C)[C@H](C)OC1=CC2=C(N=C(S2)C=2C=C(C=C3C=C(C=NC23)OC)CO)C=C1F)=O